tert-butyl ((S)-1-((2S,4R)-4-hydroxy-2-((4-(4-methylthiazol-5-yl)benzyl)carbamoyl)pyrrolidin-1-yl)-3,3-dimethyl-1-oxobutan-2-yl)carbamate O[C@@H]1C[C@H](N(C1)C([C@H](C(C)(C)C)NC(OC(C)(C)C)=O)=O)C(NCC1=CC=C(C=C1)C1=C(N=CS1)C)=O